5-(benzyloxy)-2-bromoaniline C(C1=CC=CC=C1)OC=1C=CC(=C(N)C1)Br